methyl 6-bromoquinoxaline-2-carboxylate BrC=1C=C2N=CC(=NC2=CC1)C(=O)OC